4-(N-((3r,4r)-1-(ethoxycarbonyl)-4-(hydroxymethyl)pyrrolidin-3-yl)sulfamoyl)-3-fluoro-1-methyl-1H-pyrrole-2-carboxylic acid ethyl ester C(C)OC(=O)C=1N(C=C(C1F)S(N[C@H]1CN(C[C@H]1CO)C(=O)OCC)(=O)=O)C